C(C=C)(=O)N1[C@@H](CN(C[C@@H]1C)C=1C2=C(N(C(N1)=O)C=1C(=NC=NC1C(C)C)C(C)C)N=C(C(=C2)Cl)Cl)C 4-(4-propenoyl-cis-3,5-dimethylpiperazin-1-yl)-6,7-dichloro-1-(4,6-diisopropylpyrimidin-5-yl)pyrido[2,3-d]Pyrimidin-2(1H)-one